3-{2-cyano-1-[4-(7H-pyrrolo-[2,3-d]pyrimidin-4-yl)-1H-pyrazol-1-yl]ethyl}-N-(2-morpholin-4-ylethyl)-benzenesulfonamide C(#N)CC(N1N=CC(=C1)C=1C2=C(N=CN1)NC=C2)C=2C=C(C=CC2)S(=O)(=O)NCCN2CCOCC2